3-HYDROXYQUINOLINE-2-CARBOXALDEHYDE OC=1C(=NC2=CC=CC=C2C1)C=O